4-amino-methyl-cyclohexanecarboxylic acid NC1CCC(CC1)(C(=O)O)C